DIMercaptoSilane S[SiH2]S